C1=CC=C(C(=C1)[N+](=O)[O-])F o-fluoronitrobenzene